ClC=1C=C(C2=C(C=C(O2)C2=NC(=NO2)C2=CC=C(C(=O)OC)C=C2)C1C)C Methyl 4-(5-(5-chloro-4,7-dimethylbenzofuran-2-yl)-1,2,4-oxadiazol-3-yl)benzoate